C[Si](OCCCC)(OCCCC)OCCCC Methyl-trin-butoxysilan